S1C=NC2=C1C=CC(=C2)CN(C(=O)[C@H]2N(CCC2)[S@](=O)(=N)C2=CC=C(C=C2)C)[C@@H]2C[C@@H]1C[C@@H]1CC2 (S)-N-(Benzo[d]thiazol-5-ylmethyl)-N-((1S,3S,6S)-bicyclo[4.1.0]heptan-3-yl)-1-((R)-4-methylphenylsulfonimidoyl)pyrrolidine-2-carboxamide